C1(CC(C2=CC=CC=C12)=O)=O 1,3-indandione